Pyridopiperazine N1CCNC2=C1C=CC=N2